C(CC(C)C)(=O)OCCCCC n-pentyl isovalerate